O1C(=NC2=C1C=CC=C2)NC2=NC1=C(N2C)C=CC(=C1)C(=O)NCCNC=1NCCN1 2-(benzo[d]oxazol-2-ylamino)-N-(2-((4,5-dihydro-1H-imidazol-2-yl)amino)ethyl)-1-methyl-1H-benzo[d]-imidazole-5-carboxamide